ClC1=CC=C(C=C1)N1N=C(C=C1)NC=1N=CC2=C(N1)N(C(C=C2C)=O)C2CCCC2 2-((1-(4-chlorophenyl)-1H-pyrazol-3-yl)amino)-8-cyclopentyl-5-methylpyrido[2,3-d]pyrimidin-7(8H)-one